CC(CC=1NC(C=2C(N1)=NN(C2)C2=C(C=C(C=C2C)C)O)=O)(C)C 6-(2,2-dimethylpropyl)-2-(2-hydroxy-4,6-dimethylphenyl)-2,5-dihydro-4H-pyrazolo[3,4-d]pyrimidin-4-one